[Si](C)(C)(C(C)(C)C)OCC1=CC2=NC=CC(=C2S1)C1=C2C(CCOC2=CC(=C1)Cl)N1CCN(CC1)C(=O)OC(C)(C)C tert-butyl 4-[5-[2-[[tert-butyl(dimethyl)silyl]oxymethyl]thieno[3,2-b]pyridin-7-yl]-7-chloro-chroman-4-yl]piperazine-1-carboxylate